C(CC)C1=C(C=CC(=C1)CCC)O 2,4-dipropylphenol